4-Methylbenzyl (S)-3-cyclopropyl-2-(2-((S)-5-oxo-1-(2,3,5-trifluorobenzyl)-pyrrolidin-2-yl)acetamido)propanoate C1(CC1)C[C@@H](C(=O)OCC1=CC=C(C=C1)C)NC(C[C@H]1N(C(CC1)=O)CC1=C(C(=CC(=C1)F)F)F)=O